methylpentafluoroethylacetoacetate COC(CC(=O)CC(C(F)(F)F)(F)F)=O